CC=1C(=NN2C1C=CC(=C2)NC(OC(C)(C)C)=O)C2=CC=CC=C2 tert-Butyl (3-methyl-2-phenylpyrazolo[1,5-a]pyridin-6-yl)carbamate